salicylic acid dodecyl ester C(CCCCCCCCCCC)OC(C=1C(O)=CC=CC1)=O